2,6-Dichloro-4-(1-methylpyrazol-4-yl)benzoyl chloride ClC1=C(C(=O)Cl)C(=CC(=C1)C=1C=NN(C1)C)Cl